C(C)C(COC(=O)C1(CCCCC1)C(=O)OCC(CCCC)CC)CCCC cyclohexanedicarboxylic acid di(2-ethylhexyl) ester